N-(1,2-Dimethylpiperidin-4-yl)-N-methyl-5-[6-(1H-pyrazol-4-yl)pyridin-3-yl][1,3]thiazolo[5,4-d][1,3]thiazol-2-amin Trifluoroacetat FC(C(=O)O)(F)F.CN1C(CC(CC1)N(C=1SC=2N=C(SC2N1)C=1C=NC(=CC1)C=1C=NNC1)C)C